N-((4-carbamimidoylthiophen-2-yl)methyl)-7-((4-phenoxybutanoyl)glycyl)-7-azabicyclo[2.2.1]heptane-1-carboxamide C(N)(=N)C=1C=C(SC1)CNC(=O)C12CCC(CC1)N2C(CNC(CCCOC2=CC=CC=C2)=O)=O